[Pd].[Pd].C(C1=CC=CC=C1)=CC(=O)C=CC1=CC=CC=C1.C(C1=CC=CC=C1)=CC(=O)C=CC1=CC=CC=C1.C(C1=CC=CC=C1)=CC(=O)C=CC1=CC=CC=C1 tris(dibenzylideneacetone) di-palladium